FC1=C(C=CC2=C1N=CS2)NC2=C1C(=NC=C2)SC(=C1)C1C(N(CC1)C(=O)OC(C)(C)C)(C)C.CC(CCCCCC)NC1=CC=C(C=C1)NC(CCCCCC)C N,N'-di(1-methylheptyl) p-phenylenediamine tert-butyl 3-(4-((4-fluorobenzo[d]thiazol-5-yl) amino) thieno[2,3-b]pyridin-2-yl)-2,2-dimethylpyrrolidine-1-carboxylate